5-(4-tolyl)-1,3,4-oxadiazole C1(=CC=C(C=C1)C1=NN=CO1)C